(2R,3S)-2-(3-(5-bromo-1H-benzo[d]imidazol-1-yl)propyl)piperidin-3-ol BrC1=CC2=C(N(C=N2)CCC[C@H]2NCCC[C@@H]2O)C=C1